O.O.O.[Au](Cl)(Cl)Cl Gold chloride Trihydrate